N[O-] (aminoxide)